1-ethyl-3-(3-methylphenyl)-2-thiourea C(C)NC(=S)NC1=CC(=CC=C1)C